2-(HYDROXYMETHYL)-4-PYRIDINECARBOXALDEHYDE OCC1=NC=CC(=C1)C=O